FC(S(=O)(=O)N1C(C2=CC=CC=C2C1)=O)(F)F (trifluoromethylsulfonyl)isoindolin-1-one